1-(2-chloro-4-fluorophenyl)-N1,N1-dimethylethane-1,2-diamine ClC1=C(C=CC(=C1)F)C(CN)N(C)C